tert-butyl (3-(3-(4-bromophenyl)-2-oxo-2,3-dihydro-1H-imidazo[4,5-c]pyridin-1-yl)phenyl)carbamate BrC1=CC=C(C=C1)N1C(N(C2=C1C=NC=C2)C=2C=C(C=CC2)NC(OC(C)(C)C)=O)=O